6-chloro-4-[6-[(1,1-dimethylethyl)sulfonyl]-7-ethoxyimidazo[1,2-a]pyridin-3-yl]-2-pyridinamine ClC1=CC(=CC(=N1)N)C1=CN=C2N1C=C(C(=C2)OCC)S(=O)(=O)C(C)(C)C